phthaloyl-aza-phenylalanine C(C=1C(C(=O)O)=CC=CC1)(=O)NN(CC1=CC=CC=C1)C(=O)O